[Br-].C[N+]1(C=CCC1)CC N-methyl-N-ethylpyrrolinium bromide